tert-butyl 8-(2-fluoro-4-nitrophenyl)-2,8-diazaspiro[4.5]decane-2-carboxylate FC1=C(C=CC(=C1)[N+](=O)[O-])N1CCC2(CCN(C2)C(=O)OC(C)(C)C)CC1